Cl.N[C@@H]1C(=O)OCC1 (S)-2-aminobutyrolactone hydrochloride